ClC=1C=CC(=C(C1)C=1C=2N(N=CC1)C(=CC2)C(=O)OC)OCCN2C(=NC=1CCC(CC1C2=O)N(C)C)C methyl 4-[5-chloranyl-2-[2-[6-[di(methyl)amino]-2-methyl-4-oxidanylidene-5,6,7,8-tetrahydroquinazolin-3-yl]ethoxy]phenyl]pyrrolo[1,2-b]pyridazine-7-carboxylate